(((3-bromophenyl)(3,5-bis-tert-butyl-4-hydroxyphenyl)(phenyl)methyl)thio)acetaldehyde BrC=1C=C(C=CC1)C(SCC=O)(C1=CC=CC=C1)C1=CC(=C(C(=C1)C(C)(C)C)O)C(C)(C)C